The molecule is a dicarboxylic acid monoanion that is the conjugate base of 4-amino-4-deoxychorismic acid. It is a conjugate base of a 4-amino-4-deoxychorismic acid. It is a conjugate acid of a 4-amino-4-deoxychorismate(2-). C=C(C(=O)[O-])O[C@@H]1C=C(C=C[C@H]1[NH3+])C(=O)[O-]